2-(4-amino-8-methyl-6-(pyridin-2-yl)-9H-pyrimido[4,5-b]indol-9-yl)acetic acid NC1=NC=NC=2N(C3=C(C=C(C=C3C21)C2=NC=CC=C2)C)CC(=O)O